1-ethyl-4-butylpiperidinium triflate [O-]S(=O)(=O)C(F)(F)F.C(C)[NH+]1CCC(CC1)CCCC